ClC1=C2C=C(C(=CC2=CC=C1)B(O)O)SC (5-chloro-3-(methylthio)naphthalen-2-yl)boronic acid